8-Methyl-2-[(pyrimidin-5-yl)methyl]-4,5-dihydro-2H-furo[2,3-g]indazole-7-carboxylic acid ethyl ester C(C)OC(=O)C1=C(C2=C(CCC3=CN(N=C23)CC=2C=NC=NC2)O1)C